2,2'-(oxybis(4,1-phenylene))bis(N-cyclobutyl-1H-indole-6-carboxamide) O(C1=CC=C(C=C1)C=1NC2=CC(=CC=C2C1)C(=O)NC1CCC1)C1=CC=C(C=C1)C=1NC2=CC(=CC=C2C1)C(=O)NC1CCC1